5-cyano-N-(3-(1,5-dimethyl-1H-pyrazol-4-yl)-1H-indazol-5-yl)-3-methylpicolinamide C(#N)C=1C=C(C(=NC1)C(=O)NC=1C=C2C(=NNC2=CC1)C=1C=NN(C1C)C)C